C(C)N1C[C@@H](C[C@@H](C1)F)NC=1C(NC(=NN1)C1=C(C=C(C=C1)C(F)(F)F)O)=O 6-[[(3R,5S)-1-ethyl-5-fluoro-3-piperidyl]amino]-3-[2-hydroxy-4-(trifluoromethyl)phenyl]-4H-1,2,4-triazin-5-one